ClC=1C=C(C=CC1)CS(=O)(=O)NC1=CC=C(C=C1)NC(=O)NCC=1C=NNC1 C-(3-Chloro-phenyl)-N-{4-[3-(1H-pyrazol-4-ylmethyl)-ureido]-phenyl}-methanesulfonamide